tert-butyl (2R,3S,4S)-4-[(tert-butoxycarbonyl)oxy]-3-[({2-[(3S)-3-hydroxypyrrolidin-1-yl]ethyl}carbamoyl)oxy]-2-[(4-methoxyphenyl)methyl]pyrrolidine-1-carboxylate C(C)(C)(C)OC(=O)O[C@@H]1[C@H]([C@H](N(C1)C(=O)OC(C)(C)C)CC1=CC=C(C=C1)OC)OC(NCCN1C[C@H](CC1)O)=O